2-(2-fluorophenyl)-6-hydroxy-3,4-dihydro-isoquinolin-1(2H)-one FC1=C(C=CC=C1)N1C(C2=CC=C(C=C2CC1)O)=O